[1-(isopropylsulfonyl)azetidin-3-ylidene]acetonitrile C(C)(C)S(=O)(=O)N1CC(C1)=CC#N